N-((2S)-1,1-dicyclopropyl-3-((4-((2S)-1-((2-(dimethylamino)-3,3,3-trifluoropropyl)amino)-1-oxopropan-2-yl)-2-fluorophenyl)amino)-3-oxopropan-2-yl)-1-isopropyl-1H-pyrazole-5-carboxamide C1(CC1)C([C@@H](C(=O)NC1=C(C=C(C=C1)[C@@H](C(=O)NCC(C(F)(F)F)N(C)C)C)F)NC(=O)C1=CC=NN1C(C)C)C1CC1